FC1=C(CO)C(=CC=C1)C(F)(F)F 2-fluoro-6-(trifluoromethyl)benzyl alcohol